C(C)(C)(C)OC(N(C1(CCC1)C)C)=O methyl-(1-methylcyclobutyl)carbamic acid tert-butyl ester